6-(2-{[1-(3-chloro(2-pyridyl))-isopropyl]amino}pyrimidin-5-yl)imidazo[2,1-b]1,3-thiazoline-3-carboxylic acid ClC=1C(=NC=CC1)C(C)(C)NC1=NC=C(C=N1)C=1N=C2SCC(N2C1)C(=O)O